1-(7-(azetidin-1-yl)-5,5-dimethyl-10-phenyldibenzo[b,e]silin-3(5H)-ylidene)azetidin-1-ium acetate C(C)(=O)[O-].N1(CCC1)C1=CC2=C(C(=C3C([Si]2(C)C)=CC(C=C3)=[N+]3CCC3)C3=CC=CC=C3)C=C1